C1(=CC=C(C=C1)CN(C(OC(C)(C)C)=O)CCC1=CC=C(C=C1)O)C1=CC=CC=C1 Tert-butyl ([1,1'-biphenyl]-4-ylmethyl)(4-hydroxyphenethyl)carbamate